C1(CC(C(CC1)C(C)(C)O)(O)O)C menthol-3,8-diol